CC=1C=CC=C2CCC/C(/C12)=N\O N-[(1E)-8-methyl-1,2,3,4-tetrahydronaphthalen-1-ylidene]hydroxylamine